ClC=1C(=CC(=C(C(=O)NS(=O)(=O)C2=CC=C(C=C2)OCC2=CN=CN2C)C1)F)OCC1CCCC1 5-chloro-4-(cyclopentylmethoxy)-2-fluoro-N-((4-((1-methyl-1H-imidazol-5-yl)methoxy)phenyl)sulfonyl)benzamide